C(C1=CC=CC=C1)SC1=NN=C2N1C(=CC(N2)=O)CCC 3-(benzylsulfanyl)-5-propyl[1,2,4]triazolo[4,3-a]pyrimidin-7(8H)-one